1-cyano-3-methylimidazole chloride [Cl-].C(#N)N1CN(C=C1)C